4,4'-Methylenebis(2,6-bis(methoxymethyl)phenol) C(C1=CC(=C(C(=C1)COC)O)COC)C1=CC(=C(C(=C1)COC)O)COC